toluenesulfinate C(C1=CC=CC=C1)S(=O)[O-]